4-[6-[3-(6-methyl-2-pyridyl)-1H-pyrazol-4-yl]-1,5-naphthyridin-3-yl]pyridine-2-carbonitrile CC1=CC=CC(=N1)C1=NNC=C1C=1N=C2C=C(C=NC2=CC1)C1=CC(=NC=C1)C#N